BrC=1C=C(C(=C(C1)N1C[C@H](NCC1)C)[N+](=O)[O-])F (3R)-1-(5-bromo-3-fluoro-2-nitrophenyl)-3-methylpiperazine